C1=CC=C2C(=C1)C(=CN2)C3=NC=CS3 3-thiazol-2'-yl-indole